[Si](C1=CC=CC=C1)(C1=CC=CC=C1)(C(C)(C)C)C1=C([Si](C2=CC=CC=C2)(C(C)(C)C)F)C=CC=C1 tert-butyldiphenylsilyl-TBDPS fluoride